(3S,7R)-N-(2,4-difluorobenzyl)-12-hydroxy-3-methyl-1,11-dioxo-1,4,5,6,7,11-hexahydro-3H-2,7-methanopyrido[1,2-a][1,4]diazonine-10-carboxamide FC1=C(CNC(=O)C=2C(C(=C3N([C@@H]4CCC[C@@H](N(C3=O)C4)C)C2)O)=O)C=CC(=C1)F